3-((4-oxo-7-(5-(trifluoromethyl)-1H-pyrazol-4-yl)quinazolin-3(4H)-yl)methyl)-N-(piperidin-4-ylmethyl)benzamide O=C1N(C=NC2=CC(=CC=C12)C=1C=NNC1C(F)(F)F)CC=1C=C(C(=O)NCC2CCNCC2)C=CC1